CN1C(=NN=C1)[C@H](CC1(COC1)C)C=1C=C(C=CC1)N1C(C2=CC(=CC(=C2C1)C(F)(F)F)CNC1(CCC1)C)=O (R)-2-(3-(1-(4-methyl-4H-1,2,4-triazol-3-yl)-2-(3-methyloxetan-3-yl)ethyl)phenyl)-6-(((1-methylcyclobutyl)amino)methyl)-4-(trifluoromethyl)isoindolin-1-one